3,6-dichloro-2-methoxypyridine ClC=1C(=NC(=CC1)Cl)OC